ClC1=C(C(=C(C=C1OC)OC)Cl)C=1N=C(C2=C(N1)C=NC(=C2)N[C@H]2[C@H](COC2)NC(C=C)=O)N2CC(CC2)OC N-((3R,4S)-4-((2-(2,6-dichloro-3,5-dimethoxyphenyl)-4-(3-methoxypyrrolidin-1-yl)pyrido[3,4-d]pyrimidin-6-yl)amino)tetrahydrofuran-3-yl)acrylamide